C1(CC1)COC1=CC(=CC2=C1C(N1[C@@H](CO2)C[C@@H](CC1)OC1=CC=C2CCC(NC2=C1)=O)=O)C (6aR,8R)-1-(Cyclopropylmethoxy)-3-methyl-8-((2-oxo-1,2,3,4-tetrahydroquinolin-7-yl)oxy)-6,6a,7,8,9,10-hexahydro-12H-benzo[f]pyrido[2,1-c][1,4]oxazepin-12-one